C(C1=CC=CC=C1)N1C2N(CCC1)CCC2 1-benzyloctahydropyrrolo[1,2-a]pyrimidine